Oxolan-3-ylmethyl 5-[4-(difluoromethoxy)benzenesulfonyl]-1H,2H,3H,4H,5H,6H-pyrrolo[3,4-c]pyrrole-2-carboxylate FC(OC1=CC=C(C=C1)S(=O)(=O)N1CC2=C(C1)CN(C2)C(=O)OCC2COCC2)F